ClC1=CC=C(OC=2C=CC(=C3CC(COC23)N)C)C=C1 8-(4-chlorophenoxy)-5-methylchroman-3-amine